2-methylundecanal CC(C=O)CCCCCCCCC